Methyl i-amyl ketone C(CC(C)C)C(=O)C